CSC1=NN=C(S1)NC(=O)C=1N=NN(N1)CC1=NC=CC=C1 [5-(methylthio)-1,3,4-thiadiazol-2-yl]-2-(pyridin-2-ylmethyl)-1,2,3,4-tetrazole-5-carboxamide